C1(CCCCC1)OC1=C2CC([C@H](C2=C(C=C1)SC(F)(F)F)O)(F)F (1S)-4-(cyclohexoxy)-2,2-difluoro-7-(trifluoromethylsulfanyl)indan-1-ol